N[C@H]1C[C@H](CCC1)N1CC2=CC=C(C=C2C1=O)NC(OCC1=CC=CC=C1)=O Benzyl (2-((1S,3R)-3-aminocyclohexyl)-3-oxoisoindolin-5-yl)carbamate